COC=1C=C2C=CC=NC2=C(C1)C1(CC1)NC(C1=C(C=CC(=C1)OCC1N(CC1)C)C)=O N-(1-(6-Methoxyquinolin-8-yl)cyclopropyl)-2-methyl-5-((1-methylazetidin-2-yl)methoxy)benzamide